CN1C(=NC=C1[N+](=O)[O-])\C=C/1\C(N=C(S1)NCCCO)=O (5Z)-5-[(1-methyl-5-nitro-1H-imidazol-2-yl)methylene]-2-[(3-hydroxypropyl)amino]-4(5H)thiazolone